ClC=1C=C(C(=NC1)OCCNCCCC#CC1=CN(C(C2=CC=CC=C12)=O)C1C(NC(CC1)=O)=O)NC(=O)NC=1C=NC=2N(C1[C@H](C)OC)N=C(C2)Cl 1-(5-chloro-2-(2-((5-(2-(2,6-diOxopiperidin-3-yl)-1-oxoisoquinolin-4-yl)pent-4-yn-1-yl)amino)ethoxy)pyridin-3-yl)-3-(2-Chloro-7-((S)-1-methoxyethyl)pyrazolo[1,5-a]pyrimidin-6-yl)urea